ClC=1C=NC(=NC1)N[C@H]1CN(CC1)C(=O)C1=CC(=C(C=C1)NC(C=C)=O)CNC (R)-N-(4-(3-((5-chloropyrimidin-2-yl)amino)pyrrolidine-1-carbonyl)-2-((methylamino)methyl)phenyl)acrylamide